4-((3',4'-diamino-6-fluoro[1,1'-biphenyl]-3-yl)methyl)-6-fluorophthalazin-1(2H)-one NC=1C=C(C=CC1N)C1=CC(=CC=C1F)CC1=NNC(C2=CC=C(C=C12)F)=O